2-(1,4-dioxaspiro[4.5]decan-8-yl)-N-methyl-ethanamine O1CCOC12CCC(CC2)CCNC